C(C=CC1=CC=CC=C1)(=O)OCC#CCOC=1C(C=2C=CC=NC2C(C1OCC#CCOC(C=CC1=CC=CC=C1)=O)=O)=O 6,7-di(4-cinnamoyloxy-2-butynyloxy)-5,8-quinolinedione